(R)-6-chloro-8-((4-methoxybenzyl)(methyl-d3)amino)-N-(1-methyl-2-carbonylpyrrolidin-3-yl)imidazo[1,2-b]pyridazine-3-carboxamide ClC=1C=C(C=2N(N1)C(=CN2)C(=O)N[C@H]2C(N(CC2)C)=C=O)N(C([2H])([2H])[2H])CC2=CC=C(C=C2)OC